COC1=CC=C2C=3C=CN=C(C3N(C2=C1)CCCCC#C)C 6-(7-Methoxy-1-methyl-β-carbolin-9-yl)-hex-1-yne